N-{cyclooctyl-[4-fluoro-5-(tetrahydropyran-4-ylamino)-1H-benzimidazol-2-yl]methyl}-3-methylisoxazole-4-carboxamide C1(CCCCCCC1)C(NC(=O)C=1C(=NOC1)C)C1=NC2=C(N1)C=CC(=C2F)NC2CCOCC2